NCCC1=CC=C(C=C1)C1=C(C=C(C#N)C=C1)OC1=NC(=NC(=C1)OCCC(C)C)C 4-[4-(2-aminoethyl)phenyl]-3-[2-methyl-6-(3-methylbutoxy)pyrimidin-4-yl]oxybenzonitrile